NC1=C(SC2=NC(=CC(=C21)C)C)C(=O)NC2CC=1C=CC(=NC1CC2)N2CC(C(C2)NC)COC 3-amino-N-{2-[3-(methoxymethyl)-4-(methylamino)pyrrolidin-1-yl]-5,6,7,8-tetrahydroquinolin-6-yl}-4,6-dimethylthieno[2,3-b]pyridine-2-carboxamide